ClC1=CC=C2C=C(NC2=C1)C1OC=NN1C=O 2-(6-chloro-1H-indol-2-yl)-1,3,4-oxadiazole-3-carbaldehyde